N1(C=NC=C1)C1=NC(=CC(=N1)C(=O)NC1CCC(CC1)C)N1CCCCC1 2-(1H-imidazol-1-yl)-N-((1r,4r)-4-methylcyclohexyl)-6-(piperidin-1-yl)pyrimidine-4-carboxamide